O1COC2=C1C=CC(=C2)C2=C(C=CC=C2)B(O)O benzo[d][1,3]dioxol-5-ylphenylboronic acid